COC=1C=C(C(=O)NC2CCN(CC2)C)C=CC1NCC#C 3-methoxy-N-(1-methylpiperidin-4-yl)-4-(prop-2-yn-1-ylamino)benzamide